3-(2-(((((Z)-octadec-9-en-1-yl)oxy)carbonyl)oxy)-2,2-diphenylacetoxy)spiro[bicyclo[3.2.1]octane-8,1'-pyrrolidin]-8-ium chloride [Cl-].C(CCCCCCC\C=C/CCCCCCCC)OC(=O)OC(C(=O)OC1CC2CCC(C1)[N+]21CCCC1)(C1=CC=CC=C1)C1=CC=CC=C1